[Te-2].[Te-2].[Cr+3].[Te+2] tellurium chromium ditelluride